6-chloro-4,5-dimethyl-2-(oxetan-3-yl)-4,5-dihydro-2H-[1,2,3]triazolo[4,5-c][1,7]naphthyridine ClC1=NC=CC=2C=3C(C(N(C12)C)C)=NN(N3)C3COC3